1-(1-{5-chloro-2-[2-(4-isobutylpiperazin-1-yl) pyrimidin-5-yl] phenyl} piperidin-3-yl)-5-(difluoromethyl)-1H-pyrazole-4-carboxylate ClC=1C=CC(=C(C1)N1CC(CCC1)N1N=CC(=C1C(F)F)C(=O)[O-])C=1C=NC(=NC1)N1CCN(CC1)CC(C)C